COC(=O)N1[C@H]2C[C@H]2C[C@@H]1C#C (1S,3R,5S)-3-ethynyl-2-azabicyclo[3.1.0]hexane-2-carboxylic acid methyl ester